2-(2-((3S,5S)-5-((S)-2-cyano-4,4-difluoropyrrolidine-1-carbonyl)-2-oxopyrrolidin-3-yl)acetyl)-2,3,7,7a-tetrahydro-1H-isoindole C(#N)[C@H]1N(CC(C1)(F)F)C(=O)[C@@H]1C[C@H](C(N1)=O)CC(=O)N1CC2CC=CC=C2C1